tert-Butyl 3-(1,2,3,4-tetrahydroisoquinolin-6-yl)propanoate C1NCCC2=CC(=CC=C12)CCC(=O)OC(C)(C)C